Butyl-4-fluorophenol C(CCC)C1=C(C=CC(=C1)F)O